2-(4-{[(3R)-1-methylpiperidin-3-yl]oxy}phthalazin-1-yl)-5-(trifluoromethyl)phenol CN1C[C@@H](CCC1)OC1=NN=C(C2=CC=CC=C12)C1=C(C=C(C=C1)C(F)(F)F)O